FC1=C(C=CC=C1)CN1N=C(C=2C1=NC=CC2)C2=NC(=C(C(=N2)N)N2CCOCC2)N 2-[1-[(2-fluorophenyl)methyl]-1H-pyrazolo[3,4-b]pyridin-3-yl]-5-(4-morpholinyl)-4,6-pyrimidinediamine